C1(CCC1)CN(C(OC(C)(C)C)=O)[C@H]1CN(CCC1)C=1N=NC(=CC1)CN1N=NC(=C1)C=1N2C(SC1)=CN=C2 tert-butyl N-(cyclobutylmethyl)-N-[(3R)-1-[6-[(4-imidazo[5,1-b]thiazol-3-yltriazol-1-yl)methyl]pyridazin-3-yl]-3-piperidyl]carbamate